(1R,3S)-3-(5-{2-[3-(benzyloxy)-2-formyl-5-methoxyphenoxy]acetamido}-2H-pyrazol-3-yl)cyclopentyl piperidine-1-carboxylate N1(CCCCC1)C(=O)O[C@H]1C[C@H](CC1)C=1NN=C(C1)NC(COC1=C(C(=CC(=C1)OC)OCC1=CC=CC=C1)C=O)=O